[1-[[(1R,2R)-2-[(2-cyclopropylchroman-4-yl)carbamoyl]cyclopropyl]methyl]-4,4-dimethyl-6-oxo-hexahydropyrimidin-2-ylidene]ammonium C1(CC1)C1OC2=CC=CC=C2C(C1)NC(=O)[C@H]1[C@@H](C1)CN1C(NC(CC1=O)(C)C)=[NH2+]